FC(C=1C=C(OCC2=CC(=NC=C2)C2=CC(=C(C(=O)N)C=C2)C)C=CC1)(F)F 4-{4-[3-(Trifluoromethyl)Phenoxymethyl]Pyridin-2-yl}-2-Methyl-Benzamide